ClC1=C(C=CC=C1)[C@@H]1[C@H](NC=2C=3C1=NNC(C3C=C(C2)F)=O)C2CCN(CC2)C (8R,9R)-9-(2-chlorophenyl)-5-fluoro-8-(1-methylpiperidin-4-yl)-2,7,8,9-tetrahydro-3H-pyrido[4,3,2-de]phthalazin-3-one